4-([1,1'-biphenyl]-2-yl)-2-methyl-1H-indene C1(=C(C=CC=C1)C1=C2C=C(CC2=CC=C1)C)C1=CC=CC=C1